O1C(OCC1)C1=CC2=C(C(N(C=C2C(F)(F)F)C=2SC(=CC2)C2(CC(C2)C)C2=NN=CN2C)=O)N1 2-(1,3-dioxolan-2-yl)-6-[5-[3-methyl-1-(4-methyl-1,2,4-triazol-3-yl)cyclobutyl]-2-thienyl]-4-(trifluoromethyl)-1H-pyrrolo[2,3-c]pyridin-7-one